2-(allyloxy)-3-(benzyloxy)propan-1-ol C(C=C)OC(CO)COCC1=CC=CC=C1